1-ethyl-3-((R)-3-((S)-2-hydroxy-3-(3-(methylsulfonyl)phenoxy)propylamino)-1-oxa-8-azaspiro[4.5]decan-8-ylsulfonyl)quinolin-4(1H)-one C(C)N1C=C(C(C2=CC=CC=C12)=O)S(=O)(=O)N1CCC2(C[C@H](CO2)NC[C@@H](COC2=CC(=CC=C2)S(=O)(=O)C)O)CC1